4-(1-(4-chloro-3-(2,4-dioxo-tetrahydropyrimidin-1(2H)-yl)benzoyl)piperidin-4-yl)butanal ClC1=C(C=C(C(=O)N2CCC(CC2)CCCC=O)C=C1)N1C(NC(CC1)=O)=O